ClC=1C(=C(C=CC1Cl)O)[C@H]1CC2=C(N(N=C2)CC)C1 (S)-3,4-dichloro-2-(1-ethyl-1,4,5,6-tetrahydrocyclopenta[c]pyrazol-5-yl)phenol